C(#N)C=1C=CC(=C(C1)C1=CC(=NC=C1C(=O)NC=1SC=2CN(CCC2N1)C(=O)C1COC1)C)OC 4-(5-cyano-2-methoxyphenyl)-6-methyl-N-(5-(oxetane-3-carbonyl)-4,5,6,7-tetrahydrothiazolo[5,4-c]pyridin-2-yl)nicotinamide